[Ni+].P([O-])([O-])=O.N[N+](C)(C)C aminotrimethyl-ammonium phosphonate nickel